NC1=NC=CC=C1C1=NC=2C(=NC(=CC2)C2=CC=C(C=C2)F)N1C1=CC=C(CN2CC(C2)NC2=NC(=NC=C2)C#N)C=C1 4-((1-(4-(2-(2-aminopyridin-3-yl)-5-(4-fluorophenyl)-3H-imidazo[4,5-b]pyridin-3-yl)benzyl)azetidin-3-yl)amino)pyrimidine-2-carbonitrile